CC(=CC=CC(C)=O)C=CCC(C)C 6,10-dimethyl-undecanetriene-2-one